2-((1s,4s)-4-hydroxycyclohexylamino)-4-(1-methylcyclopropylamino)pyrimidine-5-carboxamide OC1CCC(CC1)NC1=NC=C(C(=N1)NC1(CC1)C)C(=O)N